O=C1C(=COC(=C1)C(C(F)(F)F)N1CC2=CC=CC=C2C1)OCC1CCN(CC1)C(=O)OC(C)(C)C tert-butyl 4-(((4-oxo-6-(2,2,2-trifluoro-1-(isoindolin-2-yl)ethyl)-4H-pyran-3-yl)oxy)methyl)piperidine-1-carboxylate